1-(carboxymethyl)pyridinium chloride [Cl-].C(=O)(O)C[N+]1=CC=CC=C1